2-(4-ethyl-6-methylpyrazolo[1,5-a]pyrazin-2-yl)-6-(4-methylpiperazin-1-yl)quinazolin-4(3H)-one C(C)C=1C=2N(C=C(N1)C)N=C(C2)C2=NC1=CC=C(C=C1C(N2)=O)N2CCN(CC2)C